methyl 6-(6-(chlorosulfonyl)pyridin-3-yl)pyrazine-2-carboxylate ClS(=O)(=O)C1=CC=C(C=N1)C1=CN=CC(=N1)C(=O)OC